1-(3,4-diethoxy-benzyl)-6,7-diethoxy-3,4-dihydroisoquinoline hydrochloride Cl.C(C)OC=1C=C(CC2=NCCC3=CC(=C(C=C23)OCC)OCC)C=CC1OCC